(S)-2-amino-3-(2-cyanophenyl)-N-(2-ethynyl-thiazol-4-yl)propanamide N[C@H](C(=O)NC=1N=C(SC1)C#C)CC1=C(C=CC=C1)C#N